(2S)-N-[2-[6-[[5-(3-fluoro-2-pyridyl)thiazol-2-yl]amino]imidazo[4,5-c]pyridin-1-yl]ethyl]pyrrolidine-2-carboxamide FC=1C(=NC=CC1)C1=CN=C(S1)NC1=CC2=C(C=N1)N=CN2CCNC(=O)[C@H]2NCCC2